BrC1=C2CCN(C(C2=CC=C1)C(NCC1=CC=C(C=C1)C(=O)OC(C)(C)C)=O)C(=O)OC(C)(C)C tert-butyl 5-bromo-1-((4-(tert-butoxycarbonyl) phenyl) methylcarbamoyl)-3,4-dihydroisoquinoline-2(1H)-carboxylate